(3'R,5'S)-1'-((4-phenoxybenzoyl)glycyl)-[1,3'-bipyrrolidine]-5'-formic acid O(C1=CC=CC=C1)C1=CC=C(C(=O)NCC(=O)N2C[C@@H](C[C@H]2C(=O)O)N2CCCC2)C=C1